C(C)O[Rh]OCC diethoxyrhodium